Trioctylmethylammonium methyl-sulfate COS(=O)(=O)[O-].C(CCCCCCC)[N+](C)(CCCCCCCC)CCCCCCCC